4-(1-ethoxy-2-methyl-1-oxopropan-2-yl)pyrrolidine-1-carboxylate C(C)OC(C(C)(C)C1CCN(C1)C(=O)[O-])=O